[Sb].[Si].[Cu] copper-silicon-antimony